FC=1C(=NC(=NC1)\C=C/C)C1=NC=2C=CC3=C(C2C=C1)C1=C(S3)CN[C@@H](CN1)C (R,Z)-3-(5-fluoro-2-(prop-1-en-1-yl)pyrimidin-4-yl)-10-methyl-9,10,11,12-tetrahydro-8H-[1,4]diazepino[5',6':4,5]thieno[3,2-f]quinolin